C(C)(C)C1=CC=C(C=C1)C1=CC(=NC=C1)CNC12CC3CC(CC(C1)C3)C2 N-((4-(4-isopropylphenyl)pyridin-2-yl)methyl)adamantan-1-amine